C(#C)C1=C(C=CC=C1C)C 2-ethynyl-1,3-dimethylbenzene